imidazole ethyl-nicotinate C(C)OC(C1=CN=CC=C1)=O.N1C=NC=C1